BrC1=C(C=CC=C1)C(C)O[Si](C)(C)C(C)(C)C (1-(2-bromophenyl)ethoxy)(t-butyl)dimethylsilane